FC([C@H]1NCCCC1)(F)F (S)-2-(trifluoromethyl)piperidine